(8-methoxy-4-quinolyl)methanone COC=1C=CC=C2C(=CC=NC12)C=O